4-(3-methylsulfonylphenyl)-1-propyl-1,2,3,6-tetrahydropyridine CS(=O)(=O)C=1C=C(C=CC1)C=1CCN(CC1)CCC